propyl (2-fluoroethyl)carbamate FCCNC(OCCC)=O